C(C)(=O)C=1C(=C(C=CC1)CC(=O)[O-])O 3-acetyl-2-hydroxyphenylacetate